2-bromo-9,10-bis(n-octyloxy)anthracene BrC1=CC2=C(C3=CC=CC=C3C(=C2C=C1)OCCCCCCCC)OCCCCCCCC